ClC=1C=CC(=C(C1)C=1C=C(C=2OCCNC2N1)C=1C=C(C=NC1)NC(C=CN1C(CN(CC1)C)=O)=O)F N-{5-[6-(5-chloro-2-fluorophenyl)-2H,3H,4H-pyrido[3,2-b][1,4]oxazin-8-yl]pyridin-3-yl}-3-(4-methyl-2-oxopiperazin-1-yl)propenamide